(R)-2-chloro-8-methyl-N-(5-(methylamino)-6-(2H-1,2,3-triazol-2-yl)pyridin-3-yl)-8-(trifluoromethyl)-7,8-dihydro-6H-pyrazolo[1,5-a]pyrrolo[2,3-e]pyrimidine-6-carboxamide ClC1=NN2C(N=CC3=C2[C@@](CN3C(=O)NC=3C=NC(=C(C3)NC)N3N=CC=N3)(C(F)(F)F)C)=C1